C1(CCC1)C(=O)N1CCN(CC1)S(=O)(=O)N(C1=CC(=CC=C1)F)CC=1N=C2N(C=CC(=C2)C=2OC(=NN2)C(F)F)C1 4-(cyclobutanecarbonyl)-N-((7-(5-(difluoromethyl)-1,3,4-oxadiazol-2-yl)imidazo[1,2-a]pyridine-2-yl)methyl)-N-(3-fluorophenyl)piperazine-1-sulfonamide